α,α,β-trideutero-N,N-dimethyltryptamine [2H]C(N(C)C)(C(C1=CNC2=CC=CC=C12)[2H])[2H]